CC(C)(C(C)C)O[Bi](OC(C)(C(C)C)C)OC(C)(C(C)C)C Tri(2,3-dimethyl-2-butoxy)bismuth (III)